F[C@@H]1[C@H](C1)C(=O)NC1=CC(=C(C=C1)F)N1N=C2N=CC(=CC2=C1)C1=NC=CC=C1 (1R,2S)-2-fluoro-N-(4-fluoro-3-(5-(pyridin-2-yl)-2H-pyrazolo[3,4-b]Pyridin-2-yl)phenyl)cyclopropane-1-carboxamide